N1N=CC2=CC=C(C=C12)CN(C1=CC(=CC=C1)COCCOCCN1CCOCC1)CC1=CC(=CC=C1)OC N-((1H-indazol-6-yl)methyl)-N-(3-methoxybenzyl)-3-((2-(2-morpholinoethoxy)ethoxy)methyl)aniline